FC1=C(C=CC=C1)C1=NN2C(N=CC=C2C)=C1C(=O)O 2-(2-fluorophenyl)-7-methylpyrazolo[1,5-a]pyrimidine-3-carboxylic acid